tert-Butyl 4-(3-bromophenoxy)piperidine-1-carboxylate BrC=1C=C(OC2CCN(CC2)C(=O)OC(C)(C)C)C=CC1